ClC1=NC=CC(=C1C#N)NC1=CC2=C(N(C(N2CCC(=C)C)=O)C)C=C1 2-chloro-4-[[1-methyl-3-(3-methylbut-3-enyl)-2-oxo-benzoimidazol-5-yl]amino]pyridine-3-carbonitrile